(6-bromohexyl)tris[(2S,5Z)-undec-5-en-2-yloxy]silane BrCCCCCC[Si](O[C@@H](C)CC\C=C/CCCCC)(O[C@@H](C)CC\C=C/CCCCC)O[C@@H](C)CC\C=C/CCCCC